[C@H]12CN(C[C@H](CC1)N2)C=2C1=C(N=C(N2)OCC23CCCN3CCC2)C(=C(N=C1)C1=C(C(=CC=C1)Cl)C(C)C)F 4-((1R,5S)-3,8-diazabicyclo[3.2.1]octan-3-yl)-7-(3-chloro-2-isopropylphenyl)-8-fluoro-2-((hexahydro-1H-pyrrolizin-7a-yl)methoxy)pyrido[4,3-d]pyrimidine